4-carbamothioylphenyl-2-(5-Methoxy-2-methyl-1-(1-methylpiperidin-4-yl)-1H-indol-3-yl)acetate C(N)(=S)C1=CC=C(C=C1)C(C(=O)[O-])C1=C(N(C2=CC=C(C=C12)OC)C1CCN(CC1)C)C